C12C=CC(CC1)C2 Exo-Norbornene